7-(1-(adamantan-1-ylmethyl)-5-methyl-1H-pyrazol-4-yl)-3-(4-(benzo[d]thiazol-2-ylamino)phenyl)imidazole C12(CC3CC(CC(C1)C3)C2)CN2N=CC(=C2C)C2=CC=CC=3N=C(SC32)NC3=CC=C(C=C3)N3C=NC=C3